N-tetradecyl-2-cyano-3-tetrahydropyranyloxypyridin-4-one C(CCCCCCCCCCCCC)N1C(=C(C(C=C1)=O)OC1OCCCC1)C#N